ClC1=C(C(=O)O)C=CC(=C1S(=O)CC(F)(F)F)S(=O)(=O)C 2-chloro-4-(methylsulfonyl)-3-((2,2,2-trifluoroethyl)sulfinyl)benzoic acid